N[C@@H]1C(N(C2=C(OC1)C=CC(=C2)C#C)C)=O (S)-3-amino-7-ethynyl-5-methyl-2,3-dihydrobenzo[b][1,4]Oxazepine-4(5H)-one